C(C)(C)(C)OC(CC[C@@H](C(NCCOCCOCCOCCOC)=O)N)=O (S)-16-amino-15-oxo-2,5,8,11-tetraoxa-14-azanonadecan-19-oic acid tert-butyl ester